4,4-dimethyl-5-oxo-5-(pyridin-2-yl)pentanoic acid methyl ester COC(CCC(C(C1=NC=CC=C1)=O)(C)C)=O